1-((R)-7-((3R,4S)-4-(2-chlorophenyl)-6,6-dimethyltetrahydro-2H-pyran-3-carbonyl)-1-(difluoromethyl)-2,7-diazaspiro[3.5]nonan-2-yl)prop-2-en-1-one ClC1=C(C=CC=C1)[C@@H]1[C@H](COC(C1)(C)C)C(=O)N1CCC2(CN([C@H]2C(F)F)C(C=C)=O)CC1